2-decyl-diperoxybutane-1,4-dioic acid C(CCCCCCCCC)C(C(=O)OO)CC(=O)OO